6-chloro-N-[(4-fluorophenyl)methyl]-1-(propan-2-yl)-1H-pyrazolo[3,4-d]pyrimidin-4-amine ClC1=NC(=C2C(=N1)N(N=C2)C(C)C)NCC2=CC=C(C=C2)F